N-lauroyl-glutamic acid dioctyl amide C(CCCCCCC)N(C([C@@H](NC(CCCCCCCCCCC)=O)CCC(=O)O)=O)CCCCCCCC